1-hydroxy-4-cyclooctene OC1CCC=CCCC1